FC(OC=1C=C(C=C(C1)F)CC(=O)OC)F methyl 2-(3-(difluoromethoxy)-5-fluorophenyl)acetate